COCC=1N=C2C(=CC=NC2=CC1)C1=CC=2C(NCCC2N1)=O 2-[6-(methoxymethyl)-1,5-naphthyridin-4-yl]-1H,5H,6H,7H-pyrrolo[3,2-c]Pyridin-4-one